CC(C)(C)OC(=O)CC[C@H](C(=O)O)N D-glutamic acid gamma-tert-butyl ester